2-(3-{1-carboxy-5-[(6-fluoro-pyridine-3-carbonyl)-amino]-pentyl}-ureido)-glutaric acid C(=O)(O)C(CCCCNC(=O)C=1C=NC(=CC1)F)NC(NC(C(=O)O)CCC(=O)O)=O